NC(COC=1C=C2C=CN=C(C2=CC1)NC=1C=NC(=CC1)Cl)(C(C)C)C 6-(2-amino-2,3-dimethylbutoxy)-N-(6-chloropyridin-3-yl)isoquinolin-1-amine